FC=1C=CC(=C(C1)[C@@H]1N(CCC1)C1=NC=2N(C=C1)N=CC2C(=O)N)OCCOC (R)-5-(2-(5-fluoro-2-(2-methoxyethoxy)phenyl)pyrrolidin-1-yl)pyrazolo[1,5-a]pyrimidine-3-carboxamide